FC=1C=C(C=C(C1)F)[C@@H]1CC=NN1C(=O)N1CC(C1)OC1=CC(=NC=C1F)C1=C(C(=NN1C)NC(=O)C1CC1)C (S)-N-(5-(4-((1-(5-(3,5-difluorophenyl)-4,5-dihydro-1H-pyrazole-1-carbonyl)azetidin-3-yl)oxy)-5-fluoropyridin-2-yl)-1,4-dimethyl-1H-pyrazol-3-yl)cyclopropanecarboxamide